C(N(C1=CC=CC=C1)CC)N(C1=CC=CC=C1)CC methylenebis(n-ethylaniline)